tert-butyl (S)-(((tert-butoxycarbonyl)imino)(3-((3-(4-decylphenyl)-1,2,4-oxadiazol-5-yl)methyl)pyrrolidin-1-yl)methyl)carbamate C(C)(C)(C)OC(=O)N=C(N1C[C@@H](CC1)CC1=NC(=NO1)C1=CC=C(C=C1)CCCCCCCCCC)NC(OC(C)(C)C)=O